2,6-diphenyl-4-chloro-triazine C1(=CC=CC=C1)N1NC(=CC(=N1)Cl)C1=CC=CC=C1